2-(1-cyclopropyl-1H-pyrazol-4-yl)-4-nitropyridine C1(CC1)N1N=CC(=C1)C1=NC=CC(=C1)[N+](=O)[O-]